5-methyl-2'-fluorouridine CC=1C(NC(N([C@H]2[C@](O)([C@H](O)[C@@H](CO)O2)F)C1)=O)=O